8-(4-cyclopentylphenyl)-2-methyl-2H,8H-pyrazolo[3,4-b]indole-5-carboxylic acid C1(CCCC1)C1=CC=C(C=C1)N1C=2C(C3=CC(=CC=C13)C(=O)O)=CN(N2)C